1-isopropyl-1H-indazole-3-carboxylic acid {(1S,3R,5R)-8-[2-(4-acetylpiperazin-1-yl)ethyl]-8-azabicyclo[3.2.1]oct-3-yl}amide C(C)(=O)N1CCN(CC1)CCN1[C@@H]2CC(C[C@H]1CC2)NC(=O)C2=NN(C1=CC=CC=C21)C(C)C